O[C@]1(C[C@]2(CN(C(O2)=O)C2=NC=C(N=C2)C(C)(C)OCC2=CC=C(C=C2)OC)CCC1)CN1C=NC2=C1C=C(C=C2)C#N |r| rac-1-(((5S,7R)-7-hydroxy-3-(5-(2-((4-methoxybenzyl)oxy)propan-2-yl)pyrazin-2-yl)-2-oxo-1-oxa-3-azaspiro[4.5]decan-7-yl)methyl)-1H-benzo[d]imidazole-6-carbonitrile